((2-chloro-3-((5-chloropyrazin-2-yl)thio)-6-fluorophenyl)imino)dimethyl-lambda6-Thioketone ClC1=C(C(=CC=C1SC1=NC=C(N=C1)Cl)F)N=S(C)(C)=C=O